mono(1-methylethyl) phosphate P(=O)(OC(C)C)([O-])[O-]